C(C)C=1N=C2N(C=C(C=C2)N2C(CN(CC2)C(=O)O)=O)C1N(C)C=1SC=C(N1)C1=CC=C(C=C1)F 4-(2-Ethyl-3-{[4-(4-fluoro-phenyl)-thiazol-2-yl]-methyl-amino}-imidazo[1,2-a]pyridin-6-yl)-3-oxo-piperazine-1-carboxylic acid